C1(CC1)OCC1=CSC=C1 3-(cyclopropyloxymethyl)thiophene